(2,3-Dihydrobenzo[b][1,4]dioxin-5-yl)methanol O1C2=C(OCC1)C(=CC=C2)CO